2-(cyclohex-2-en-1-yloxy)-5-(2,6-dichlorophenyl)-6H-pyrimido[1,6-b]pyridazin-6-one C1(C=CCCC1)OC=1C=CC=2N(N1)C=NC(C2C2=C(C=CC=C2Cl)Cl)=O